CC12CCCC(C2CCC1)=O 7a-methylhexahydro-1H-inden-4(2H)-one